N-{[4-(1-methyl-1H-indole-2-sulfonyl)phenyl]methyl}thieno[2,3-c]pyridine-2-carboxamide CN1C(=CC2=CC=CC=C12)S(=O)(=O)C1=CC=C(C=C1)CNC(=O)C1=CC=2C(=CN=CC2)S1